2-(3-amino-4-((2-methoxyethoxy)methoxy)phenyl)-6-bromo-3,4-dihydroisoquinolin-1(2H)-one NC=1C=C(C=CC1OCOCCOC)N1C(C2=CC=C(C=C2CC1)Br)=O